ClC1=C(CN2C=NC3=C2C=C(C=C3)C3=CC(=NN3)NC(C3=CC=C(C=C3)\C=C\CCCC(=O)NO)=O)C(=CC=C1)Cl (E)-N-(5-(1-(2,6-dichlorobenzyl)-1H-benzo[d]imidazol-6-yl)-1H-pyrazol-3-yl)-4-(6-(hydroxyamino)-6-oxohex-1-en-1-yl)benzamide